C12(CC3CC(CC(C1)C3)C2)CN2N=CC(=C2C)C2=C(C=3N(C=C2)C(=CN3)NC3=C(C(=O)O)C=C(C=C3)C=3CCN(CC3)C(=O)OCC3=CC=CC=C3)C(=O)OC 2-((7-(1-(adamantan-1-ylmethyl)-5-methyl-1H-pyrazol-4-yl)-8-(methoxycarbonyl)imidazo[1,2-a]pyridin-3-yl)amino)-5-(1-((benzyloxy)carbonyl)-1,2,3,6-tetrahydropyridin-4-yl)benzoic acid